C1(CCCCC1)C=C(C=CC=O)C 5-cyclohexyl-4-methylpent-2,4-dienal